[C@@H]12CSC[C@@H](N1C(=O)OCC1=CC=CC=C1)C2 benzyl (1R,5S)-3-thia-6-azabicyclo[3.1.1]heptane-6-carboxylate